N-(3-((1R,3R)-2,2-dichloro-3-(3,4,5-trichlorophenyl)cyclopropane-1-carboxamido)-2,6-difluorophenyl)-2,4-difluorobenzamide ClC1([C@H]([C@@H]1C1=CC(=C(C(=C1)Cl)Cl)Cl)C(=O)NC=1C(=C(C(=CC1)F)NC(C1=C(C=C(C=C1)F)F)=O)F)Cl